BrC1=CC=C2C=CC3=CC=CC4=CC=C1C2=C34 C1-bromopyrene